C(CCCCC)OC1=CC=C(C=C1)N1C(C2(C3=C1N=C(N=C3)CO)CC2)=O 7'-(4-(hexyloxy)phenyl)-2'-(hydroxymethyl)spiro[cyclopropane-1,5'-pyrrolo[2,3-d]pyrimidin]-6'(7'H)-one